ClC1=CC=C(C(=N1)N)NC 6-Chloro-N3-methylpyridine-2,3-diamine